cis-3-{[2-(trifluoromethyl)benzyl]oxy}cyclobutane FC(C1=C(COC2CCC2)C=CC=C1)(F)F